(S)-N-(1-Cyclopropyl-2-(3-hydroxyazetidin-1-yl)ethyl)-4-fluoro-N-methyl-3-(trifluoromethyl)benzamide C1(CC1)[C@@H](CN1CC(C1)O)N(C(C1=CC(=C(C=C1)F)C(F)(F)F)=O)C